COC=1C=C2C(=NC=NC2=CC1OC)N1N=C(N=C1N)C1=NC=CC=C1 1-(6,7-Dimethoxy-4-quinazolinyl)-3-(2-pyridinyl)-1H-1,2,4-Triazol-5-amine